3,4-dichloro-N-(3-fluorophenyl)-N-(4-(hydroxycarbamoyl)benzyl)benzamide ClC=1C=C(C(=O)N(CC2=CC=C(C=C2)C(NO)=O)C2=CC(=CC=C2)F)C=CC1Cl